COC1=CC=C(C=C1)C1=C(NC(=C1)C1=CC=CC=C1)N=O 3-(4-methoxyphenyl)-2-nitroso-5-phenyl-1H-pyrrole